C(C)C=1C=C2CC(CC2=CC1CC)NC[C@@H](O)C1=C2C=CC(NC2=C(C=C1)OCC#N)=O (S)-2-((5-(2-((5,6-diethyl-2,3-dihydro-1H-inden-2-yl)amino)-1-hydroxyethyl)-2-oxo-1,2-dihydroquinolin-8-yl)oxy)acetonitrile